(R)-(-)-1-[(S)-2-(diphenylphosphino)ferrocenyl]ethyldicyclohexylphosphine C1(=CC=CC=C1)P(C=1[C-](C=CC1)[C@@H](C)P(C1CCCCC1)C1CCCCC1)C1=CC=CC=C1.[CH-]1C=CC=C1.[Fe+2]